1-(2,3-dihydroxy-4-methoxyphenyl)ethanone OC1=C(C=CC(=C1O)OC)C(C)=O